[Si].[Ca].C(CN(CC(=O)O)CC(=O)O)N(CC(=O)O)CC(=O)O (ethylenediaminetetraacetic acid) calcium-silicon